C(#N)CCCCCCNC(=O)NCCCCCCN=C=O 1-(6-cyanohexyl)-3-(6-isocyanatohexyl)urea